[Na+].[Na+].P(=O)([O-])([O-])OC[C@@H]1[C@H]([C@H]([C@@H](O1)N1C=NC=2C(=O)NC(N)=NC12)O)O.C1(CCCC1)C1=C(C(=O)NS(=O)(=O)C(F)(F)F)C=CC(=C1)N1C=CC=2C1=NC(=CN2)C2CC2 2-cyclopentyl-4-(3-cyclopropyl-5H-pyrrolo[2,3-b]pyrazin-5-yl)-N-((trifluoromethyl)sulfonyl)benzamide guanosine-5'-monophosphate disodium salt